N-(1-(4,4-difluorocyclohexyl)-5-methyl-1H-pyrazol-3-yl)-4-(methylsulfonyl)-2-(6-azaspiro[2.5]octan-6-yl)benzamide FC1(CCC(CC1)N1N=C(C=C1C)NC(C1=C(C=C(C=C1)S(=O)(=O)C)N1CCC2(CC2)CC1)=O)F